C(C(C)C)OC(=O)N1[C@@H](CCCC1)C(=O)O 1-(isobutoxycarbonyl)(S)-piperidine-2-carboxylic Acid